ClC=1C=C(C(=NC1)C(F)(F)F)S(=O)(=O)Cl 5-chloro-2-(trifluoromethyl)pyridine-3-sulfonyl chloride